C(C)C(COC(C1=CC=C(C(=O)OCC(CCCC)CC)C=C1)=O)CCCC terephthalic acid di(2-ethylhexyl) ester